(R)-N-(amino(3-fluoro-5-(2-hydroxypropan-2-yl)thiophen-2-yl)(oxo)-λ6-sulfaneylidene)-2-(4-isopropyl-3,6,7,8-tetrahydro-1H-indeno[4,5-c]furan-5-yl)acetamide N[S@](=NC(CC1=C(C2=C(COC2)C=2CCCC12)C(C)C)=O)(=O)C=1SC(=CC1F)C(C)(C)O